(triphenylphosphine) palladium(0) [Pd].C1(=CC=CC=C1)P(C1=CC=CC=C1)C1=CC=CC=C1